CN1CC[C@@H](CCC1)NNC(=O)OC(C)(C)C |r| (±)-tert-butyl 2-(1-methylazepan-4-yl)hydrazine-1-carboxylate